2-benzyl-2-azaspiro[3.3]heptan-6-yl (2R,6R)-4-(6-methoxy-3-nitropyridin-2-yl)-2,6-dimethylpiperazine-1-carboxylate COC1=CC=C(C(=N1)N1C[C@H](N([C@@H](C1)C)C(=O)OC1CC2(CN(C2)CC2=CC=CC=C2)C1)C)[N+](=O)[O-]